(1-benzyl-3-(4-(6-(1-methyl-1H-pyrazol-4-yl)pyrazolo[1,5-a]pyridin-3-yl)piperazin-1-yl)-1H-1,2,4-triazol-5-yl)methanol C(C1=CC=CC=C1)N1N=C(N=C1CO)N1CCN(CC1)C=1C=NN2C1C=CC(=C2)C=2C=NN(C2)C